C(C)OC=1C(=CC(=C(C(=O)O)C1)F)C(NS(=O)(=O)N1C[C@H](CC1)F)=O (S)-5-ethoxy-2-fluoro-4-(((3-fluoropyrrolidin-1-yl)sulfonyl)carbamoyl)benzoic acid